N,N-diphenyl-4-(tributylstannyl)-aniline C1(=CC=CC=C1)N(C1=CC=C(C=C1)[Sn](CCCC)(CCCC)CCCC)C1=CC=CC=C1